tertiary butyl-aminodimethyl-chlorosilane C(C)(C)(C)C[Si](Cl)(C)N